2-Iodopyrazolo[1,5-a]pyridine IC1=NN2C(C=CC=C2)=C1